1-(2-Aminobenzo[d]thiazol-7-yl)-N-(5-cyano-6-(2H-1,2,3-triazol-2-yl)-pyridin-3-yl)-5-(trifluoromethyl)-1H-pyrazol-4-carboxamid NC=1SC2=C(N1)C=CC=C2N2N=CC(=C2C(F)(F)F)C(=O)NC=2C=NC(=C(C2)C#N)N2N=CC=N2